1,2-diethylcyclopent-1-ene C(C)C1=C(CCC1)CC